ClC1=C(C=C(OCC=2C=C(C=CC2OC)/C=C/C(=O)C2=C(C=C(C=C2)O)O)C=C1)C (E)-3-[3-[(4-Chloro-3-methylphenoxy)methyl]-4-methoxyphenyl]-1-(2,4-dihydroxyphenyl)prop-2-en-1-one